NC1=C(C=C(C=C1)N1C[C@H](N(CC1)C(=O)OC(C)(C)C)C)C1CC1 tert-butyl (R)-4-(4-amino-3-cyclopropylphenyl)-2-methylpiperazine-1-carboxylate